2,4,4-trimethylpentylphosphin oxide CC(C[PH2]=O)CC(C)(C)C